C1(CCC1)COC1=CC=CC(=N1)C1=CC(=C(OCCCC(=O)O)C=C1)F 4-[4-(6-cyclobutylmethoxy-pyridin-2-yl)-2-fluoro-phenoxy]-butyric acid